COC(=O)C1=NC(=C(C=C1N)C(F)(F)F)N1[C@@H](COCC1=O)CC=C 6-[(3R)-3-allyl-5-oxo-morpholin-4-yl]-3-amino-5-(trifluoromethyl)pyridine-2-carboxylic acid methyl ester